elaidyl-amide C(CCCCCCC\C=C\CCCCCCCC)[NH-]